2-(4-fluoro-2-methoxyphenoxy)-N-(3-sulfamoylphenyl)-4-(trifluoromethyl)benzamide FC1=CC(=C(OC2=C(C(=O)NC3=CC(=CC=C3)S(N)(=O)=O)C=CC(=C2)C(F)(F)F)C=C1)OC